N-(2-((2'-(3,5-difluoro-2,6-dimethoxypyridin-4-yl)-3'-oxo-2',3'-dihydro-1'H-spiro[cyclopropane-1,4'-[2,7]naphthyridin]-6'-yl)amino)-4-morpholinylphenyl)acrylamide FC=1C(=NC(=C(C1N1CC2=CN=C(C=C2C2(C1=O)CC2)NC2=C(C=CC(=C2)N2CCOCC2)NC(C=C)=O)F)OC)OC